3-(4-aminobutyl)amino-propanol NCCCCNCCCO